7-(3-(4-(4-chlorophenyl)piperazin-1-yl)propoxy)-2-methyl-3,4-dihydroisoquinolin-1(2H)-one ClC1=CC=C(C=C1)N1CCN(CC1)CCCOC1=CC=C2CCN(C(C2=C1)=O)C